C(=O)OC1=C(C=CC=C1)C1=CN=C(N=N1)N1C[C@@H](NCC1)C(C)C 2-{3-[(3S)-3-(prop-2-yl)piperazin-1-yl]-1,2,4-triazin-6-yl}phenol formate